C(=O)[O-].[NH+]1=CC=NC=C1 pyrazinium formate